(E)-3-methoxy-5-nitrobenzaldehyde COC=1C=C(C=O)C=C(C1)[N+](=O)[O-]